2-chloro-3-(5-methyl-4-phenyl-1H-imidazol-2-yl)-4-phenylpyridine ClC1=NC=CC(=C1C=1NC(=C(N1)C1=CC=CC=C1)C)C1=CC=CC=C1